ClC=1C=CC(=C(C1)N1CC(N(CC1=O)C(C(=O)NC=1C=C2C=NN(C2=CC1)C(F)F)CC1=CC=CC=C1)=O)N1N=NN=C1 2-(4-(5-chloro-2-(1H-tetrazol-1-yl)phenyl)-2,5-dioxopiperazin-1-yl)-N-(1-(difluoromethyl)-1H-indazol-5-yl)-3-phenylpropanamide